ClC=1C(=C(C=CC1)NC1=C(NC2=C1C(NCC2)=O)C2=C(C=NC=C2)OC[C@H]2N(CCC2)C(=O)OC(C)(C)C)F tert-butyl (2S)-2-{[(4-{3-[(3-chloro-2-fluorophenyl)amino]-4-oxo-1H,5H,6H,7H-pyrrolo[3,2-c]pyridin-2-yl}pyridin-3-yl)oxy]methyl}pyrrolidine-1-carboxylate